5-bromo-2-[(2,2,2-trifluoro-1-phenylethyl)amino]phenol BrC=1C=CC(=C(C1)O)NC(C(F)(F)F)C1=CC=CC=C1